3-(2-(1,8-Naphthyridin-2-yl)ethyl)cyclobutane-1-carboxylic acid benzyl ester C(C1=CC=CC=C1)OC(=O)C1CC(C1)CCC1=NC2=NC=CC=C2C=C1